C1(CC1)NC(C1=CC(=C(C=C1)C)C=1C=NN(C1)C1=CN=CS1)=O N-cyclopropyl-4-methyl-3-[1-(1,3-thiazol-5-yl)-1H-pyrazol-4-yl]benzamide